BrC=1C(=C(C(=O)O)C(=C(C1)C)C)OC 3-bromo-2-methoxy-5,6-dimethylbenzoic acid